O=C1C=CC=CN1 6-keto-1H-pyridin